BrC1=CC(=C(C=C1)\C(\C)=N/O)O (Z)-1-(4-bromo-2-hydroxyphenyl)ethan-1-one oxime